3,4-DEHYDRO-L-PROLINE C1C=C[C@H](N1)C(=O)O